FC(C1(CC1)CC#N)(F)F [1-(trifluoromethyl)cyclopropyl]acetonitrile